C(C)(C)(C)OC(NC=1OC2=C(C1)C(=CC=C2F)Br)=O.BrC2=CC=C(C1=C2C(=C(O1)NC(OC(C)(C)C)=O)C#N)F tert-Butyl N-(4-bromo-3-cyano-7-fluoro-benzofuran-2-yl)carbamate tert-Butyl-N-(4-bromo-7-fluoro-benzofuran-2-yl)carbamate